(±)-tert-butyl 4-(3-(2,6-dioxopiperidin-3-yl)-7-fluoro-1-methyl-1H-indazol-6-yl)piperazine-1-carboxylate O=C1NC(CC[C@@H]1C1=NN(C2=C(C(=CC=C12)N1CCN(CC1)C(=O)OC(C)(C)C)F)C)=O |r|